N-[5-(2,3-dihydro-1,4-benzodioxin-6-yl)-4-fluoro-2-[rac-(3R,5S)-3,4,5-trimethylpiperazin-1-yl]phenyl]-6-oxo-4-(trifluoromethyl)-1H-pyridine-3-carboxamide O1CCOC2=C1C=CC(=C2)C=2C(=CC(=C(C2)NC(=O)C2=CNC(C=C2C(F)(F)F)=O)N2C[C@H](N([C@H](C2)C)C)C)F |r|